3-benzyl-1-(trans-4-((5-cyano-4-(3-(methylsulfonyl)-azetidin-1-yl)-pyrimidin-2-yl)-amino)cyclohexyl)-1-(5-(1-methyl-1H-pyrazol-4-yl)-pyridin-2-yl)urea C(C1=CC=CC=C1)NC(N(C1=NC=C(C=C1)C=1C=NN(C1)C)[C@@H]1CC[C@H](CC1)NC1=NC=C(C(=N1)N1CC(C1)S(=O)(=O)C)C#N)=O